(S)-N-(2-((5-chloro-2-((3-isopropyl-9-methoxy-1,2,3,4,4a,5-hexahydrobenzo[b]pyrazino[1,2-d][1,4]oxazin-8-yl)amino)pyrimidin-4-yl)amino)phenyl)methanesulfonamide ClC=1C(=NC(=NC1)NC=1C(=CC2=C(OC[C@H]3N2CCN(C3)C(C)C)C1)OC)NC1=C(C=CC=C1)NS(=O)(=O)C